CN(C=1C=C2C=CC(=CC2=CC1)/C=C/C1=CCN(C=C1)CCCCCCCCCCCCCCCCCC)C (E)-4-(2-(6-(dimethylamino)naphthalen-2-yl)vinyl)-1-octadecylpyridine